6-(1-(((R)-1-phenylethyl)amino)-2,3,4,9-tetrahydro-1H-carbazol-7-yl)isoindolin-1-one C1(=CC=CC=C1)[C@@H](C)NC1CCCC=2C3=CC=C(C=C3NC12)C1=CC=C2CNC(C2=C1)=O